N-(4-(5-Methyl-1,3,4-oxadiazol-2-yl)pyridin-2-yl)-N-((6-(3-(pyrrolidin-1-yl)phenyl)pyridin-3-yl)methyl)tetrahydro-2H-pyran-4-carboxamide CC1=NN=C(O1)C1=CC(=NC=C1)N(C(=O)C1CCOCC1)CC=1C=NC(=CC1)C1=CC(=CC=C1)N1CCCC1